BrC1=CC(=C(C=C1)C(C(F)(F)F)=O)NCC1=CC=C(C=C1)OC 1-(4-bromo-2-{[(4-methoxyphenyl)methyl]amino}phenyl)-2,2,2-trifluoroethan-1-one